(2S,4S)-2-(1H-pyrazol-1-yl)piperidin N1(N=CC=C1)[C@@H]1NCCCC1